2-Chlorooctadecanoic acid ClC(C(=O)O)CCCCCCCCCCCCCCCC